tert-butyl 4-(3-(4-(3-(4-chloro-3-cyclopropyl-1H-pyrrolo[2,3-b]pyridin-5-yl)phenyl)-3-oxopiperazin-1-yl) propoxy)piperidine-1-carboxylate ClC1=C2C(=NC=C1C=1C=C(C=CC1)N1C(CN(CC1)CCCOC1CCN(CC1)C(=O)OC(C)(C)C)=O)NC=C2C2CC2